(1r,2s)-2-(4-fluoro-3-{[5-methoxy-2-(methylsulfanyl)pyrimidin-4-yl]amino}-1H-indazol-6-yl)-5'-methoxyspiro[cyclopropan-1,3'-indol]-2'(1'H)-one FC1=C2C(=NNC2=CC(=C1)[C@@H]1C[C@@]12C(NC1=CC=C(C=C21)OC)=O)NC2=NC(=NC=C2OC)SC